tert-butyl 5-bromo-2-methoxybenzoate BrC=1C=CC(=C(C(=O)OC(C)(C)C)C1)OC